2-[2-chloro-4-(4-chlorophenyl)-5-[2-(difluoromethyl)-4-pyridyl]imidazol-1-yl]-1-(2,7-diazaspiro[3.5]non-7-yl)ethanone ClC=1N(C(=C(N1)C1=CC=C(C=C1)Cl)C1=CC(=NC=C1)C(F)F)CC(=O)N1CCC2(CNC2)CC1